5-bromo-1-iodobenzene BrC=1C=CC=C(C1)I